2-(2-methyl-4-pyridyl)morpholine CC1=NC=CC(=C1)C1CNCCO1